C(C1=CC=CC=C1)(=O)N1C2=C(SCC1)C=CC(=C2)NC(=O)NC2=CC=C1C=CNC1=C2 1-(4-benzoyl-3,4-dihydro-2H-benzo[b][1,4]thiazin-6-yl)-3-(1H-indol-6-yl)urea